3-(4-fluoro-5-((4-(4-((1R,2S)-6-hydroxy-2-phenyl-1,2,3,4-tetrahydronaphthalen-1-yl)phenyl)piperazin-1-yl)methyl)-1-oxoisoindolin-2-yl)piperidine-2,6-dione FC1=C2CN(C(C2=CC=C1CN1CCN(CC1)C1=CC=C(C=C1)[C@H]1[C@H](CCC2=CC(=CC=C12)O)C1=CC=CC=C1)=O)C1C(NC(CC1)=O)=O